2-(pyridin-4-yl)-4-(2,8-diazaspiro[4.5]decan-8-yl)-5-(trifluoromethoxy)pyrido[3,4-d]pyrimidine N1=CC=C(C=C1)C=1N=C(C2=C(N1)C=NC=C2OC(F)(F)F)N2CCC1(CCNC1)CC2